N-lactoyl-Phenylalanine C(C(O)C)(=O)N[C@@H](CC1=CC=CC=C1)C(=O)O